3-(3-oxo-3,4-dihydro-2H-pyrazino[2,3-b][1,4]thiazin-6-yl)oxazolidin-2-one O=C1NC2=C(SC1)N=CC(=N2)N2C(OCC2)=O